(E)-N-{4-[3-chloro-4-(2-pyridinylmethoxy)anilino]-3-cyano-7-ethoxy-6-quinolinyl}-4-(dimethylamino)-2-butenamide maleate C(\C=C/C(=O)O)(=O)O.ClC=1C=C(NC2=C(C=NC3=CC(=C(C=C23)NC(\C=C\CN(C)C)=O)OCC)C#N)C=CC1OCC1=NC=CC=C1